(S)-(5-((2-amino-2,4-dimethylpentyl)oxy)-4-methoxy-[2,4'-bipyridinyl]-2'-yl)carbamic acid methyl ester COC(NC1=NC=CC(=C1)C1=NC=C(C(=C1)OC)OC[C@@](CC(C)C)(C)N)=O